p-benzenebisamide C1(=CC=C(C=C1)C(=O)N)C(=O)N